2,2,9,9,10,10-hexamethyl-3,3-diphenyl-5-undecyl-4,8-dioxa-3,9-disilaundecane CC(C)([Si](OC(CCO[Si](C(C)(C)C)(C)C)CCCCCCCCCCC)(C1=CC=CC=C1)C1=CC=CC=C1)C